C(#N)C=1C=NN2C1C(=CC(=C2)C=2C=NN(C2C)C2CN(C2)[C@H]2CN(CCC2)C#N)OC (3R)-3-[3-(4-[3-Cyano-4-methoxypyrazolo[1,5-a]pyridin-6-yl]-5-methylpyrazol-1-yl)azetidin-1-yl]piperidine-1-carbonitrile